C(C1=CC=CC=C1)N1C=C(C=C(C1=O)Cl)OC1=C(C=C(C=C1Cl)NN=C(C(=O)NC([O-])=O)C#N)Cl (2-(2-(4-((1-benzyl-5-chloro-6-oxo-1,6-dihydropyridin-3-yl)oxy)-3,5-dichlorophenyl)hydrazono)-2-cyanoacetyl)carbamate